C(C)(C)(C)OC(=O)N1C[C@@H](OCC1)CN (2S)-2-(aminomethyl)morpholine-4-carboxylic acid tert-butyl ester